2-(4-chloro-5'-fluoro-6'-methyl-[3,4'-bipyridin]-2'-yl)-5-(5-fluoropyridin-2-yl)-1,3,4-oxadiazole ClC1=C(C=NC=C1)C1=CC(=NC(=C1F)C)C=1OC(=NN1)C1=NC=C(C=C1)F